IC=1C=C(OC2=CC=C(C[C@H](N)C(=O)O)C=C2)C=C(C1O)I 3',5'-diiodothyronine